4-amino-N-((3R)-4-fluoro-6-(trifluoromethyl)-2,3-dihydro-1-benzofuran-3-yl)-N-methyl-1,3-dihydrofuro[3,4-c][1,7]naphthyridine-8-carboxamide NC1=NC=2C=NC(=CC2C2=C1COC2)C(=O)N(C)[C@H]2COC1=C2C(=CC(=C1)C(F)(F)F)F